ClC1=NC(=NS1)N[C@@H]1C[C@H](CC1)NC1=CC=C(C=N1)N1N=CC=CC1=O 2-(6-(((1S,3S)-3-((5-chloro-1,2,4-thiadiazol-3-yl)amino)cyclopentyl)amino)pyridin-3-yl)pyridazin-3(2H)-one